6-Chloro-N4-cyclopropyl-2-(propylsulfanyl)pyrimidine-4,5-diamine ClC1=C(C(=NC(=N1)SCCC)NC1CC1)N